CC=1C=C2C(C=C(OC2=C(C1)C(C)NC1=C(C(=O)OC(C)(C)C)C=CC=C1)C=1C=2N(C=CC1)N=CC2)=O tert-Butyl 2-[1-(6-methyl-4-oxo-2-pyrazolo[1,5-a]pyridin-4-yl-chromen-8-yl)ethylamino]benzoate